C(CCC)[C@H]1CS(C2=C(N(C1)C1=CC=CC=C1)C=C(C(=C2)O)SC)(=O)=O |r| rac-3-butyl-8-hydroxy-7-(methylthio)-5-phenyl-2,3,4,5-tetrahydro-1,5-benzothiazepine 1,1-dioxide